[(4R)-4-ethyl-1-[(1R)-1-[(1R,2R)-2-[(6-fluoro-2,2-dimethyl-chroman-4-yl)carbamoyl]cyclopropyl]-3-methoxy-propyl]-4-methyl-6-oxo-hexahydropyrimidin-2-ylidene]ammonium C(C)[C@]1(NC(N(C(C1)=O)[C@H](CCOC)[C@H]1[C@@H](C1)C(NC1CC(OC2=CC=C(C=C12)F)(C)C)=O)=[NH2+])C